iodo-1-(3-nitrophenyl)1H-pyrazole IC1=NN(C=C1)C1=CC(=CC=C1)[N+](=O)[O-]